C(OC(C(C)OC)C1=CC=CC=C1)(OC1=CC=CC=C1)=O (1-Phenyl-2-methoxypropyl) phenyl carbonate